CC=1C(=NC=CC1)C=O 3-METHYL-2-PYRIDINECARBOXALDEHYDE